Cl.C(=O)(O)[C@@H](CC=1C=C(NC2=C(C=C(C=C2)C#N)C[C@H](C(=O)O)[C@@H]2CNCC2)C=CC1)[C@@H]1CNCC1 (2S)-3-[2-(3-{(2S)-2-Carboxy-2-[(3R)-pyrrolidin-3-yl]ethyl}anilino)-5-cyanophenyl]-2-[(3R)-pyrrolidin-3-yl]propanoic acid hydrochloride